5-chloro-1-(difluoromethyl)-3-((4-methyl-3-(piperazin-1-yl)phenyl)sulfonyl)-1H-indole ClC=1C=C2C(=CN(C2=CC1)C(F)F)S(=O)(=O)C1=CC(=C(C=C1)C)N1CCNCC1